sodium 2-(8-chloro-2-((cyclopropylmethyl)(3,3-difluorocyclobutyl)amino)-9-(methylthio)-5-oxobenzo[b][1,8]naphthyridin-10(5H)-yl)acetate ClC=1C=CC2=C(N(C=3N=C(C=CC3C2=O)N(C2CC(C2)(F)F)CC2CC2)CC(=O)[O-])C1SC.[Na+]